3-((1S,3R)-3-((5-cyano-4-(1-(oxetan-3-yl)-1H-pyrazol-4-yl)pyrimidin-2-yl)amino)cyclohexyl)-3H-imidazo[4,5-b]pyridine-6-carbonitrile C(#N)C=1C(=NC(=NC1)N[C@H]1C[C@H](CCC1)N1C=NC=2C1=NC=C(C2)C#N)C=2C=NN(C2)C2COC2